C=C1C2C=CC(C1)C2 methylene-2-norbornene